8-((tert-butyldiphenylsilyl)oxy)octaldehyde [Si](C1=CC=CC=C1)(C1=CC=CC=C1)(C(C)(C)C)OCCCCCCCC=O